ClC1=C(C=CC=C1)[C@@]12[C@@H](CC(CC1)C2)N(C([O-])=O)C(CC)O 1-(2-chlorophenyl)-(R)-1-hydroxypropyl-(R)-2-bicyclo[2.2.1]heptanylcarbamate